4-(1-(2-cyanophenyl)piperidin-4-yl)butanamide C(#N)C1=C(C=CC=C1)N1CCC(CC1)CCCC(=O)N